sodium 3-hexyl-2,2-dimethylcyclopropanecarboxylate C(CCCCC)C1C(C1C(=O)[O-])(C)C.[Na+]